CC1=NN(C(C12N(N=CC1=CC=C(C=C12)C)C(C=C(C)C)=O)=O)C1=CC=CC=C1 3',7-Dimethyl-2-(3-methylbut-2-enoyl)-1'-phenyl-2H-spiro[phthalazine-1,4'-pyrazol]-5'(1'H)-one